C(C1=CC=CC=C1)OC1=NC(=CC=C1C1=NN(C2=CC(=CC=C12)N1[C@@H](C[C@@H](CC1)NC([O-])=O)C)C)OCC1=CC=CC=C1 N-[(2R,4R)-1-[3-(2,6-Dibenzyloxy-3-pyridyl)-1-methyl-indazol-6-yl]-2-methyl-4-piperidyl]carbamate